CC(C)NCC1=CC2=C(C(NC=C2)=O)N1 2-{[(propan-2-yl)amino]methyl}-1,6-dihydro-7H-pyrrolo[2,3-c]pyridin-7-one